phenethyltripropylammonium hydroxide [OH-].C(CC1=CC=CC=C1)[N+](CCC)(CCC)CCC